1-[3-[6-[[(3R)-3-piperidyl]amino]-2-pyridyl]imidazo[1,2-a]pyrazin-6-yl]pyrrolidin-2-one N1C[C@@H](CCC1)NC1=CC=CC(=N1)C1=CN=C2N1C=C(N=C2)N2C(CCC2)=O